COC(CCCCCCC(CCCCCCCCCC)N(C(CCCN(C)C)=O)CCCCCC(C(=O)OCC)F)=O.C(=O)(O)C(CCCCCN(C(CCCN(C)C)=O)C(CCCCCCC(=O)O)CCCCCCCCCC)F 8-[N-(6-carboxy-6-fluorohexyl)-4-(dimethylamino)butanamido]-octadecanoic acid Methyl-8-[4-(dimethylamino)-N-(7-ethoxy-6-fluoro-7-oxoheptyl)butanamido]octadecanoate